C(C)(C)OC1=CC(=C(C(=C1)C)B(O)O)C 4-ISOPROPOXY-2,6-DIMETHYLPHENYLBORONIC ACID